phenyloxoethyl-thiophenamide C1(=CC=CC=C1)C=1C(=C(SC1)C(=O)N)CC=O